2-amino-3-tert-butyl-dimethylsilyloxyphenol NC1=C(C=CC=C1O[Si](C)(C)C(C)(C)C)O